NC1=CC=C(OC2=CC=C(C=C2C2=CC=CC=C2)N)C=C1 6-(4-aminophenoxy)biphenyl-3-amine